N1=C(C=C2N1CCCC2)C(=O)N 4H,5H,6H,7H-pyrazolo[1,5-a]pyridine-2-carboxamide